C=C1COCCC2=C1C=CC=C2 1-Methylene-1,2,4,5-tetrahydrobenzo[d]oxepin